C(C)(C)NC(OC1CCN(CC1)C=1SC(=CN1)C1=C(C=C(C=C1)NC(NCC1=CC=CC=C1)=O)S(NC(C)(C)C)(=O)=O)=O [1-[5-[4-(benzylcarbamoylamino)-2-(tert-butylsulfamoyl)phenyl] thiazol-2-yl]-4-piperidyl] N-isopropylcarbamate